Cl.ClC1=C(C=CC=C1[C@]1(NC(N(C(C1)=O)[C@H]1C[C@H](OCC1)C)=N)C)NC(=O)C1=NON=C1C |o1:15,17| N-(2-Chloro-3-{(4S)-2-imino-4-methyl-1-[(2R*,4R*)-2-methyl-tetrahydropyran-4-yl]-6-oxo-hexahydropyrimidin-4-yl}phenyl)-4-methyl-1,2,5-oxadiazole-3-carboxamide hydrochloride